4-(6-methyl-4-oxo-4,9-dihydro-3H-pyrimido[4,5-b]indol-7-yl)piperazine-1-carboxylic acid benzyl ester C(C1=CC=CC=C1)OC(=O)N1CCN(CC1)C1=C(C=C2C3=C(NC2=C1)N=CNC3=O)C